C(C1=CC=CC=C1)SC1=NC=C(C=C1F)F 2-(benzylthio)-3,5-difluoropyridine